3-phenyl-6-(4-methoxyphenyl)pyridazine C1(=CC=CC=C1)C=1N=NC(=CC1)C1=CC=C(C=C1)OC